(2-chloro-4-phenoxyphenyl)(4-(piperidin-4-ylamino)-7H-pyrrolo[2,3-d]pyrimidin-5-yl)methanone ClC1=C(C=CC(=C1)OC1=CC=CC=C1)C(=O)C1=CNC=2N=CN=C(C21)NC2CCNCC2